tert-butyl(7-(4-((6-((2-(dimethylphosphoryl)phenyl)amino)-9-(4-methoxybenzyl)-9H-purin-2-yl)amino)-2-methylphenyl)-7-azaspiro[3.5]nonan-2-yl)carbamate C(C)(C)(C)OC(NC1CC2(C1)CCN(CC2)C2=C(C=C(C=C2)NC2=NC(=C1N=CN(C1=N2)CC2=CC=C(C=C2)OC)NC2=C(C=CC=C2)P(=O)(C)C)C)=O